FC(C(=O)[O-])(F)F.[Yb+3].FC(C(=O)[O-])(F)F.FC(C(=O)[O-])(F)F ytterbium trifluoroacetate salt